O(C1=CC=CC=C1)C1=C2C(=NO1)C=CC=C2 phenoxybenzo[c]isoxazole